CN(CCC1=CC(=CC=C1)[C@@H]1NC[C@H](CC1)C)C |r| N,N-dimethyl-2-[3-[rac-(2R,5S)-5-methyl-2-piperidyl]phenyl]ethanamine